C(C)(C)(C)OC(=O)N(C1C(C1)C1=CC=C(C=C1)OC)CC=1N=C2N(CCN(C2)CCCC2=CC=C(C(=O)OCC)C=C2)C1 Ethyl 4-(3-(2-(((tert-butoxycarbonyl)(2-(4-methoxyphenyl)cyclopropyl)amino)methyl)-5,6-dihydroimidazo[1,2-a]pyrazin-7(8H)-yl)propyl)benzoate